2-amino-3-p-hydroxyphenylpropionic acid butenoate C(C=CC)(=O)O.NC(C(=O)O)CC1=CC=C(C=C1)O